2,3,5-trifluoro-3'-(methoxy-d3)-[1,1'-biphenyl]-4-amine FC1=C(C=C(C(=C1F)N)F)C1=CC(=CC=C1)OC([2H])([2H])[2H]